C1C2(CN3CCCC13CO)CC2 (dihydro-1'H,3'H-spiro[cyclopropan-1,2'-pyrrolizine]-7a'(5'H)-yl)methanol